C1(=CC=CC2=CC=CC=C12)C=1C(=NC=CC1)C(CC)C1=NC=CC=C1C1=CC=CC=C1 [(naphthyl)pyridinyl](phenylpyridinyl)propane